4-(2-methylethyl)-3,3-dimethylisoindol-1-one CCCC1=C2C(NC(C2=CC=C1)=O)(C)C